3-ethylsulfonyl-imidazo[1,2-a]pyridine-2-carboxylic acid C(C)S(=O)(=O)C1=C(N=C2N1C=CC=C2)C(=O)O